FC(C1=CC=C(C=C1)NC1=C2C=C(NC2=CC(=C1)NC(C)=O)C(=O)O)F 4-((4-difluoromethylphenyl)amino)-6-acetylamino-1H-indole-2-carboxylic acid